2-(3-fluorophenyl)-N-[(2R)-1-hydroxy-3-methoxypropan-2-yl]-3-oxo-6-[4-(trifluoromethyl)phenyl]-2,3-dihydropyridazine-4-carboxamide FC=1C=C(C=CC1)N1N=C(C=C(C1=O)C(=O)N[C@H](CO)COC)C1=CC=C(C=C1)C(F)(F)F